(+)-3-oxo-2-(pyridin-3-yl)-N-(1,1,1-trifluoro-3-hydroxy-3-methylbut-2-yl)-6-[4-(trifluoromethyl)-phenyl]-2,3-dihydropyridazine-4-carboxamide O=C1N(N=C(C=C1C(=O)NC(C(F)(F)F)C(C)(C)O)C1=CC=C(C=C1)C(F)(F)F)C=1C=NC=CC1